N1(C=NC=C1)C=1C=C(C=C(C1)C)C=1C(=NN(C1C(=O)O)C=1SC(=C(N1)C1=CC(=C(C=C1)Cl)Cl)SC(C)C)C 4-(3-(1H-imidazol-1-yl)-5-methylphenyl)-1-(4-(3,4-dichlorophenyl)-5-(isopropylthio)thiazol-2-yl)-3-methyl-1H-pyrazole-5-carboxylic acid